(E)-2-(3-methoxyprop-1-en-1-yl)pyrazolo[5,1-b]thiazole-7-carboxylic acid ethyl ester C(C)OC(=O)C=1C=NN2C1SC(=C2)\C=C\COC